(3-((2-(4-methoxyphenyl)quinolin-4-yl)amino)propyl)methanesulfonamide COC1=CC=C(C=C1)C1=NC2=CC=CC=C2C(=C1)NCCCCS(=O)(=O)N